2-(4-(2,4-dioxotetrahydropyrimidin-1(2H)-yl)phenyl)acetaldehyde O=C1N(CCC(N1)=O)C1=CC=C(C=C1)CC=O